FC(C1=CC=C(C=C1)N1C=CC2=CC(=CC=C12)NC(\C=C\C)=O)(F)F (E)-N-(1-(4-(trifluoromethyl)phenyl)-1H-indol-5-yl)but-2-enamide